NC1=C(C=C(C=C1)N1C(C(=CC2=CC=C(C=C12)C(F)(F)F)C(=O)[O-])=O)C 1-(4-amino-3-methylphenyl)-2-oxo-7-(trifluoromethyl)-1,2-dihydroquinoline-3-carboxylate